(4-bromo-2-chloro-5-methoxyphenyl)(ethyl)sulfane BrC1=CC(=C(C=C1OC)SCC)Cl